ClC=1C=CC(=NC1)C(CC(F)(F)F)C1(CCN(CC1)C(=O)OC(C)(C)C)O tert-butyl 4-[1-(5-chloro-2-pyridyl)-3,3,3-trifluoro-propyl]-4-hydroxy-piperidine-1-carboxylate